(R)-3-(6-(2-Benzyl-4-(methylsulfonyl)piperazin-1-yl)benzo[d]oxazol-2-yl)-2,6-difluoro-5-(trifluoromethyl)phenol C(C1=CC=CC=C1)[C@H]1N(CCN(C1)S(=O)(=O)C)C1=CC2=C(N=C(O2)C=2C(=C(C(=C(C2)C(F)(F)F)F)O)F)C=C1